1-methyl-3,5-diethylbenzene CC1=CC(=CC(=C1)CC)CC